2-methyl-2-hydroxy-1-(4-dodecylphenyl)-1-propanone CC(C(=O)C1=CC=C(C=C1)CCCCCCCCCCCC)(C)O